BrC=1C=C(N)C=C(C1)C(C)(C)C 3-bromo-5-(tert-butyl)aniline